N1=CC=C2C=CC=C3C4=CC=CC5=CC=CC(C1=C23)=C45.[B] boron azaperylene